OC(COCC1=NC=C(C=N1)C1=CC=2N(C=C1)N=CC2)CC 5-(2-((2-hydroxybutoxy)methyl)pyrimidin-5-yl)pyrazolo[1,5-a]pyridine